CN(C)CC1CN(CCC1(O)C=1C=C(C(=O)N)C=CC1)CC1=CSC=C1 anti-3-[3-[(Dimethylamino)methyl]-4-hydroxy-1-[(thiophen-3-yl)methyl]piperidin-4-yl]benzamid